2-(2,6-dioxopiperidin-3-yl)-4-((6-methyl-4-phenoxypyridin-3-yl)amino)isoindoline-1,3-dione O=C1NC(CCC1N1C(C2=CC=CC(=C2C1=O)NC=1C=NC(=CC1OC1=CC=CC=C1)C)=O)=O